SCCCSCC 3-mercaptopropyl-ethylsulfide